[N+](=O)([O-])C1=C(C=CC=C1)C1=C(N=C(O1)C1=CC=C(C=C1)C(F)(F)F)C(=O)NCC=1C=NC=CC1 5-(2-nitrophenyl)-N-(pyridin-3-ylmethyl)-2-(4-(trifluoromethyl)phenyl)Oxazole-4-carboxylic acid amide